C(C)(C)(C)OC(NC1(CCCC1)COC1=C(C(=CC(=C1)Br)SC)C#N)=O (1-((5-Bromo-2-cyano-3-(methylthio)phenoxy)methyl)cyclopentyl)-carbamic acid tert-butyl ester